C(C)(C)(C)OC(=O)N(C(OC(C)(C)C)=O)CCCCCCCCOC1=CC=C(C=C1)[N+](=O)[O-] tert-butyl (tert-butoxycarbonyl)(8-(4-nitrophenoxy)octyl)carbamate